N1C=CC=2C1=NC=CC2NC2=CC=CC=C2 (1H-pyrrolo[2,3-b]pyridin-4-yl)aniline